C(C)(=O)N1CCC(CC1)CCNC1=CC(=NC=N1)C(=O)O 6-((2-(1-acetylpiperidin-4-yl)ethyl)amino)pyrimidine-4-carboxylic acid